FC1=C(C(=O)N[C@@H]2CN(CC2)C2=CC=C(C=N2)C=2C=C(C=C3N=CC=NC23)NC(=O)C=2OC=CC2)C=CC=C1 (S)-N-(8-(6-(3-(2-fluorobenzamido)pyrrolidin-1-yl)pyridin-3-yl)quinoxalin-6-yl)furan-2-carboxamide